CC1=C(C=C(C=C1)C)C1=CC(=CC=C1)[C@H](CC(=O)OCC)NC(=O)NC=1C(N(C=C(C1O)C)C)=O ethyl (S)-3-(2',5'-dimethylbiphenyl-3-yl)-3-(3-(4-hydroxy-1,5-dimethyl-2-oxo-1,2-dihydropyridin-3-yl)ureido)propanoate